7-((2-methyl-4-(4-(trifluoromethyl)piperidin-1-yl)phenyl)amino)-1,3,4,5-tetrahydro-2H-benzo[b][1,4]diazepin-2-one CC1=C(C=CC(=C1)N1CCC(CC1)C(F)(F)F)NC1=CC2=C(NC(CCN2)=O)C=C1